N#COC(C(Cl)(Cl)Cl)=O 2,2,2-trichloroacetic cyanic anhydride